3-(2-Boronoethyl)-6-{[1-(glycyl-D-alanyl)azetidin-3-yl]oxy}-2-hydroxybenzoic acid B(O)(O)CCC=1C(=C(C(=O)O)C(=CC1)OC1CN(C1)C([C@H](NC(CN)=O)C)=O)O